3-bromo-5-chloro-8-methyl-2-(4-nitrophenyl)imidazo[1,2-c]pyrimidine BrC1=C(N=C2N1C(=NC=C2C)Cl)C2=CC=C(C=C2)[N+](=O)[O-]